(S)-2-(2,5-difluoro-4-(6-((1-methyl-1H-imidazol-4-yl)methoxy)pyridin-2-yl)benzyl)-1-(oxetan-2-ylmethyl)-1H-benzo[d]imidazole-6-carboxylic acid FC1=C(CC2=NC3=C(N2C[C@H]2OCC2)C=C(C=C3)C(=O)O)C=C(C(=C1)C1=NC(=CC=C1)OCC=1N=CN(C1)C)F